C1(CCC1)C(=O)OC1=NC2=CC(=CC=C2C=C1)OCCCCN1CCN(CC1)C1=CC=CC=2SC=CC21 7-(4-(4-(benzo[b]thiophen-4-yl)piperazin-1-yl)butoxy)quinolin-2-yl cyclobutanecarboxylate